Methyl 1-((5-(2-(4-chloro-5-methyl-6-oxopyridazin-1(6H)-yl)acetamido)-2-methylphenyl)sulfonyl)piperidine-3-carboxylate ClC=1C=NN(C(C1C)=O)CC(=O)NC=1C=CC(=C(C1)S(=O)(=O)N1CC(CCC1)C(=O)OC)C